C(C)(C)(C)N(C(=O)C=1C2=C(N(N1)C1=CC(=CC(=C1)Cl)Cl)C=1C=C(C(=CC1OC2)OC)C=2C=C(C(=O)O)C=CC2)C 3-(3-(tert-butyl(methyl)carbamoyl)-1-(3,5-dichlorophenyl)-7-methoxy-1,4-dihydrochromeno[4,3-c]pyrazol-8-yl)benzoic acid